5-chloro-2-methyl-1H-indol-7-amine ClC=1C=C2C=C(NC2=C(C1)N)C